COC=1C2=C(N=C(N1)NC1C[C@@H]3[C@@H](CN(C3)C(C)=O)C1)NC=C2C=2C=CC=1N(C2)C(=NN1)C 1-((3aR,5s,6aS)-5-((4-methoxy-5-(3-methyl-[1,2,4]triazolo[4,3-a]pyridin-6-yl)-7H-pyrrolo[2,3-d]pyrimidin-2-yl)amino)hexahydrocyclopenta[c]pyrrol-2(1H)-yl)ethan-1-one